5-(((6Z,9Z,12Z)-octadeca-6,9,12-trien-1-yl)thio)-2,4-dihydro-3H-1,2,4-triazol-3-one C(CCCC\C=C/C\C=C/C\C=C/CCCCC)SC=1NC(NN1)=O